ClC=1C=C(C=C2C=C(N=CC12)NC(=O)[C@H]1[C@@H](C1)C#N)C1=C(C=NC=C1)C |r| (±)-trans-N-[8-chloro-6-(3-methyl-4-pyridyl)-3-isoquinolyl]-2-cyano-cyclopropanecarboxamide